CC1(C(C2(CCC1)CC=C(CC2C)C)CC(=O)[O-])C 2,2,9,11-tetramethylspiro[5.5]undec-8-en-1-ylacetate